NC1=NC=CC(=C1Cl)SC=1C=2N(C(=NC1)N1CCC3(CCC[C@H]3N[S@](=O)C(C)(C)C)CC1)C=CN2 (R)-N-((R)-8-(8-((2-amino-3-chloropyridin-4-yl)thio)imidazo[1,2-c]pyrimidin-5-yl)-8-azaspiro[4.5]decan-1-yl)-2-methylpropane-2-sulfinamide